N-(4-(1,2,3,6-tetrahydropyridin-4-yl)-1H-pyrrolo[2,3-b]pyridin-6-yl)cyclopropylcarboxamide N1CCC(=CC1)C1=C2C(=NC(=C1)NC(=O)C1CC1)NC=C2